ClC=1C=CC(=NC1)[C@H](C=C)N (1S)-1-(5-chloropyridin-2-yl)prop-2-en-1-amine